1,3-diethyl-thiourea C(C)NC(=S)NCC